C(C)OC1=CC=CC=2C=C(OC21)C(C)NCC2(CCC2)O (((1-(7-ethoxybenzofuran-2-yl)ethyl)amino)methyl)cyclobutanol